4-bromo-1-(5-methyl-1,3,4-oxadiazol-2-yl)pyridin-2-one BrC1=CC(N(C=C1)C=1OC(=NN1)C)=O